3-(5-(((1S,2S)-2-(3-cyclopentylazetidin-1-yl)cyclohexyl)oxy)-1-oxoisoindolin-2-yl)piperidine-2,6-dione C1(CCCC1)C1CN(C1)[C@@H]1[C@H](CCCC1)OC=1C=C2CN(C(C2=CC1)=O)C1C(NC(CC1)=O)=O